((5-((trimethylsilyl) ethynyl)-1,3-phenylene) bis(ethane-2,1-diyl)) dicarbamate C(N)(OCCC1=CC(=CC(=C1)C#C[Si](C)(C)C)CCOC(N)=O)=O